ClC=1C=C(COC2=CC=C(C=C2)NC2=NC=NC3=CC=C4C(=C23)OCCN4)C=CC1 N-(4-(3-chlorobenzyloxy)phenyl)-3,4-dihydro-2H-[1,4]oxazino[2,3-f]quinazolin-10-amine